CC=1N=CSC1C1=CC=C(C=C1)[C@H](CC=O)NC(OC(C)(C)C)=O tert-butyl (S)-(1-(4-(4-methylthiazol-5-yl)phenyl)-3-oxopropyl)carbamate